ClC1=CC=C(C=C1)C=1NC=CN1 2-(4-chlorophenyl)imidazole